1-phenylpiperazine hydrochloride Cl.C1(=CC=CC=C1)N1CCNCC1